bisvinyl ethylene carbonate C(O)(O)=O.C(=C)C=CC=C